CC1=C(C(=C(C(=C1C)OC)C)C)OC 2,3,5,6-tetramethyl-p-dimethoxybenzene